NCC(=O)[O-].[K+] Kalium glycinat